4,4'-dihydroxy-3,3'-biphenyl-dicarboxaldehyde OC1=C(C=C(C=C1)C1=CC(=C(C=C1)O)C=O)C=O